O1C(=CC=C1)C(=CC(=O)OCC)N ethyl 3-(2-furyl)-3-aminoacrylate